COC1=C(C=C2CCNC(C2=C1)=O)B1OC(C(O1)(C)C)(C)C 7-methoxy-6-(4,4,5,5-tetramethyl-1,3,2-dioxaborolan-2-yl)-3,4-dihydroisoquinolin-1(2H)-one